(R)-3-methyl-4-(4-(1-methyl-1H-pyrazol-5-yl)imidazo[1,5-b]Pyridazin-2-yl)morpholine C[C@H]1N(CCOC1)C=1C=C(C=2N(N1)C=NC2)C2=CC=NN2C